OC(C)C1CCC(CC1)C(C)C 1-(1-Hydroxyethyl)-4-(1-methylethyl)-cyclohexan